3-(azetidin-1-yl)-N-(2,2-difluoro-1-phenylethyl)propanamide N1(CCC1)CCC(=O)NC(C(F)F)C1=CC=CC=C1